CC1=C(C=NO1)[N+](=O)[O-] 5-methyl-4-nitroisoxazole